4-{3-[(1,3-Dimethyl-azetidin-3-yl)-hydroxy-(4-trifluoromethoxy-phenyl)-methyl]-phenoxy}-2-methyl-butan-2-ol CN1CC(C1)(C)C(C=1C=C(OCCC(C)(O)C)C=CC1)(C1=CC=C(C=C1)OC(F)(F)F)O